CN1C(=CC2=CC=C(C=C12)C(=O)N[C@@H](C)C1=CC(=CC=C1)OC(F)(F)F)C (S)-1,2-dimethyl-N-(1-(3-(trifluoromethoxy)phenyl)ethyl)-1H-indole-6-carboxamide